(3R)-3-(4-chlorophenyl)-2-[(5-chloropyridin-2-yl)methyl]-6-(1,2-dihydroxypropan-2-yl)-4-fluoro-3-({1-[hydroxy(2H2)methyl]cyclopropyl}(2H2)methoxy)-2,3-dihydro-1H-isoindol-1-one ClC1=CC=C(C=C1)[C@@]1(N(C(C2=CC(=CC(=C12)F)C(CO)(C)O)=O)CC1=NC=C(C=C1)Cl)OC([2H])([2H])C1(CC1)C([2H])([2H])O